COCC1=CC(=NN1)N1CCN(CC1)C(=O)OC(C)(C)C tert-butyl 4-[5-(methoxymethyl)-1H-pyrazol-3-yl]piperazine-1-carboxylate